N-(4-bromo-2,5-difluorophenyl)-5-(2,4-difluorophenyl)-1H-pyrrole-3-sulfonamide BrC1=CC(=C(C=C1F)NS(=O)(=O)C1=CNC(=C1)C1=C(C=C(C=C1)F)F)F